C(C)(C)(C)C1=CC(=NO1)C(=O)N 5-(tert-butyl)isoxazole-3-carboxamide